FC(CN1N=NC2=C1C=C(C=C2)C=2C=C(N1N=C(N=C(C12)OC)N[C@@H]1CN(C[C@@H]1F)C(C)=O)[2H])F 1-((3R,4S)-3-((5-(1-(2,2-difluoroethyl)-1H-benzo[d][1,2,3]triazol-6-yl)-4-methoxypyrrolo[2,1-f][1,2,4]triazin-2-yl-7-d)amino)-4-fluoropyrrolidin-1-yl)ethan-1-one